(4-(2-methyl-5-nitrophenoxy)phenyl)boronic acid CC1=C(OC2=CC=C(C=C2)B(O)O)C=C(C=C1)[N+](=O)[O-]